(R)-6-Chloro-5-fluorospiro[benzo[d][1,3]oxazine-4,3'-pyrrolidin]-2(1H)-one ClC1=C(C2=C(NC(O[C@@]23CNCC3)=O)C=C1)F